4-[3-(2,2,2-Trifluoroethyl)phenyl]piperazine FC(CC=1C=C(C=CC1)N1CCNCC1)(F)F